6-butyl-5-(2,6-dimethoxyphenyl)-3-{4-[4-(2-methoxyethoxy)phenyl]piperazine-1-carbonyl}pyridine-2,4-diol C(CCC)C1=C(C(=C(C(=N1)O)C(=O)N1CCN(CC1)C1=CC=C(C=C1)OCCOC)O)C1=C(C=CC=C1OC)OC